CC1=CC=C(C=C1)C=CC(=O)O 3-(4-methylphenyl)-2-propenoic acid